C(C1=CC=CC=C1)OC1CC(=CC2=CC=CC=C12)Br (benzyloxy)-3-bromo-1,2-dihydronaphthalene